5-(7-(3-cyano-2,3-dihydro-1H-inden-4-yl)-2-(3-(dimethylamino)-3-oxopropyl)-6-fluoro-4-(methylthio)-1H-imidazo[4,5-c][1,6]naphthyridin-1-yl)-2-azabicyclo[2.1.1]hexane-2-carboxylate C(#N)C1CCC2=CC=CC(=C12)C=1N=CC=2C3=C(C(=NC2C1F)SC)N=C(N3C3C1CN(C3C1)C(=O)[O-])CCC(=O)N(C)C